1,2-difluoro-3-[4-(4-propylcyclohexyl)cyclohex-1-enyl]benzene FC1=C(C(=CC=C1)C1=CCC(CC1)C1CCC(CC1)CCC)F